FC1=CC(=C(OCC=2C=CC=C3C=CN(C23)S(=O)(=O)C2=CC=C(C)C=C2)C=C1[N+](=O)[O-])OC 7-((4-fluoro-2-methoxy-5-nitrophenoxy)methyl)-1-tosyl-1H-indole